iron(3+) sodium salt [Na+].[Fe+3]